CC1=CC=CC=2N(C(N(C21)C=2C=NC(=NC2)C2=C1C(=CN=C2)N(N=C1)C)=O)CC(=O)NCC(F)(F)F 2-[4-methyl-3-[2-(1-methylpyrazolo[3,4-c]pyridin-4-yl)pyrimidin-5-yl]-2-oxo-benzimidazol-1-yl]-N-(2,2,2-trifluoroethyl)acetamide